CN(C(=O)C1=NN2C(CNCCC2)=C1C#C[Si](C)(C)C)C N,N-dimethyl-3-(2-trimethylsilylethynyl)-5,6,7,8-tetrahydro-4H-pyrazolo[1,5-a][1,4]diazepine-2-carboxamide